(2S)-Benzyl 2-(((4-formyl-5-hydroxy-6-methylpyridin-3-yl)methoxy)(phenoxy)phosphorylamino)propanoate C(=O)C1=C(C=NC(=C1O)C)COC1=C(OP(=O)=N[C@H](C(=O)OCC2=CC=CC=C2)C)C=CC=C1